(R)-N-(1-(tert-butyl)-6-cyano-1H-benzo[d]imidazol-2-yl)-3-hydroxy-3-phenylbutanamide C(C)(C)(C)N1C(=NC2=C1C=C(C=C2)C#N)NC(C[C@](C)(C2=CC=CC=C2)O)=O